FC=1C=C(C=CC1[Si](C)(C)C)NC(C(C1=CC=C(C=C1)COC)N(C(=O)C1=CC(=NO1)O)C)=O N-(2-((3-fluoro-4-(trimethylsilyl)phenyl)amino)-1-(4-(methoxymethyl)phenyl)-2-oxoethyl)-3-hydroxy-N-methyl-1,2-oxazole-5-carboxamide